3-methyl-1-trifluoromethyl-2,4-pentanediol benzoate phenylglyoxylate C1(=CC=CC=C1)C(C(=O)OC(C(C(CC(F)(F)F)OC(C1=CC=CC=C1)=O)C)C)=O